CC1=C(CNC(=O)NC)C(=CC(=C1)B1OC(C(O1)(C)C)(C)C)C 1-(2,6-dimethyl-4-(4,4,5,5-tetramethyl-1,3,2-dioxaborolan-2-yl)benzyl)-3-methylurea